ClC=1C=C(OC2C(C(C2(C)C)NC(C2=CN=C(C=C2)N2CCC(CC2)CN2CCC(CC2)C=2C=C3CN(C(C3=CC2)=O)C2C(NC(CC2)=O)=O)=O)(C)C)C=CC1C#N N-((1r,3r)-3-(3-chloro-4-cyanophenoxy)-2,2,4,4-tetramethylcyclobutyl)-6-(4-((4-(2-(2,6-dioxopiperidin-3-yl)-1-oxoisoindolin-5-yl)piperidin-1-yl)methyl)piperidin-1-yl)nicotinamide